C1(CC1)S(=O)(=O)CCN 2-(cyclopropylsulfonyl)ethan-1-amine